COC1=CC=C(C=C1)CN1C(C2(CC(NC(C2)C=2N=NN(C2)C)C)C2=CC=CC=C12)=O 1-[(4-methoxyphenyl)methyl]-2'-methyl-6'-(1-methyltriazol-4-yl)spiro[indoline-3,4'-piperidin]-2-one